tert-butyl (5-bromo-2-hydroxy-2,3-dihydro-1H-inden-1-yl)carbamate BrC=1C=C2CC(C(C2=CC1)NC(OC(C)(C)C)=O)O